[Si](C1=CC=CC=C1)(C1=CC=CC=C1)(C(C)(C)C)OCC(COC1=C(C=C(OC1=O)C(=O)O)C1=C(C=CC=C1OC)OC)(C)C 5-{3-[(tert-butyldiphenylsilyl)oxy]-2,2-dimethylpropoxy}-4-(2,6-dimethoxyphenyl)-6-oxopyran-2-carboxylic acid